C(C)(C)(C)[S@@](=O)N=C1C2=CC=CC=C2CC12CCN(CC2)C(=O)OC(C)(C)C tert-Butyl (R)-1-((tert-butylsulfinyl)imino)-1,3-dihydrospiro[indene-2,4'-piperidine]-1'-carboxylate